(1r,4r)-4-((5-(1-(2,2-difluoroethyl)-1H-benzo[d][1,2,3]triazol-6-yl)-7H-pyrrolo[2,3-d]pyrimidin-2-yl)amino)-1-methylcyclohexan-1-ol FC(CN1N=NC2=C1C=C(C=C2)C2=CNC=1N=C(N=CC12)NC1CCC(CC1)(O)C)F